C(C)(=O)CCCCCCCCCCCS(=O)(=S)[O-].[Na+] sodium 11-acetylthio-undecanesulfonate